CC1(CCNCC1)C(=O)OC(C)(C)C tert-butyl (4-methylpiperidin-4-yl)carboxylate